C(C1=CC=CC=C1)OC1=CC(=CC2=C1OC(O2)(C2=CC=CC=C2)C2=CC=CC=C2)C(=O)OC2=CC(=CC1=C2OC(O1)(C1=CC=CC=C1)C1=CC=CC=C1)C(=O)[O-] 7-((7-(benzyloxy)-2,2-diphenylbenzo[d][1,3]dioxole-5-carbonyl) oxy)-2,2-diphenylbenzo[d][1,3]dioxol-5-carboxylate